(Z)-N-((1,5-dimethyl-1H-pyrazole-3-carbonyl)oxy)-1-(o-tolyl)cyclopropane-1-carboximidamide CN1N=C(C=C1C)C(=O)ON\C(=N/[H])\C1(CC1)C1=C(C=CC=C1)C